2-(3,5-difluorophenoxy)pyridine FC=1C=C(OC2=NC=CC=C2)C=C(C1)F